COC1=CC=C(CN(C=2C=C(C(=C(C=O)C2)C(F)(F)F)C)CC2=CC=C(C=C2)OC)C=C1 5-(bis(4-methoxybenzyl)amino)-3-methyl-2-(trifluoromethyl)benzaldehyde